NC1=CC=C(C=C1)[C@H]1CN(CCC1)C(=O)OC(C)(C)C tert-butyl (S)-3-(4-aminophenyl)piperidin-1-carboxylate